FC=1C(=NC=CC1CC=1C=CC=C(C(=O)N)C1)NS(NC1(CCC1)C)(=O)=O 5-[[3-fluoro-2-[(1-methylcyclobutyl)sulfamoylamino]pyridin-4-yl]methyl]benzamide